C(C)N=C=NCCCN(C)C N-ethyl-N'-(dimethylaminopropyl)-carbodiimide